2-(1,7-dimethyl-1H-indazol-5-yl)-7-(piperazin-1-yl)-4H-pyrido[1,2-a]pyrimidin-4-one CN1N=CC2=CC(=CC(=C12)C)C=1N=C2N(C(C1)=O)C=C(C=C2)N2CCNCC2